ClC1(CC1)C(CC1=C(C=CC=C1)Cl)(CN1NCNC1=S)O 2-(1-chloro-cyclopropane-1-yl)-1-(2-chlorophenyl)-2-hydroxy-3-(1,2,4-triazolidine-5-thion-1-yl)-propane